C1(CC1)C=1N=C(SC1)C1=C2N=CC(=NC2=CC(=C1)C)OC(F)F 4-cyclopropyl-2-(2-(difluoromethoxy)-7-methylquinoxalin-5-yl)thiazole